COC(C/C(/C(=O)O)=C\C)=O (E)-2-(2-methoxy-2-oxoethyl)-2-butenoic acid